2-(5-bromothien-3-yl)-2-methyl-1,3-dioxolane BrC1=CC(=CS1)C1(OCCO1)C